COC=1C(=CC2=C(OCO2)C1)CC(C)NC 1-(6-methoxy-1,3-benzodioxolan-5-yl)-N-methylpropan-2-amine